5-(imidazo[1,2-b]pyridazin-6-yl)-N-(2-oxaspiro[3.5]nonan-7-yl)-7H-pyrrolo[2,3-d]pyrimidin-2-amine N=1C=CN2N=C(C=CC21)C2=CNC=1N=C(N=CC12)NC1CCC2(COC2)CC1